4-amino-3-(o-tolyl)piperidine-1-carboxylic acid tert-butyl ester C(C)(C)(C)OC(=O)N1CC(C(CC1)N)C1=C(C=CC=C1)C